methylol ether C(O)OCO